2-(6-bromo-5-fluoroindazol-1-yl)ethanamine BrC1=C(C=C2C=NN(C2=C1)CCN)F